2-[[(3-phenylpropyl)sulfinyl]methyl]pentanedioic acid C1(=CC=CC=C1)CCCS(=O)CC(C(=O)O)CCC(=O)O